3-sulfophenyl-(3-nitrophenyl)phenylphosphine oxide S(=O)(=O)(O)C=1C=C(C=CC1)P(C1=CC=CC=C1)(C1=CC(=CC=C1)[N+](=O)[O-])=O